1-Chloro-2-(1-chlorocyclopropyl)-3-(2-chlorophenyl)-propan-2-ol ClCC(CC1=C(C=CC=C1)Cl)(O)C1(CC1)Cl